ClC1=C(C(=O)NC(C(=O)O)CCN(CCCCC2=NC=3NCCCC3C=C2)CC(CF)OC)C=CC=C1F 2-[(2-chloro-3-fluoro-benzoyl)amino]-4-[(3-fluoro-2-methoxy-propyl)-[4-(5,6,7,8-tetrahydro-1,8-naphthyridin-2-yl)butyl]amino]butanoic acid